OC1=C(C(N(CC1)CC=1C=NC(=CC1)OC1=CC=C(C=C1)C(F)(F)F)=O)C(=O)NCC(=O)O N-{[4-hydroxy-2-oxo-1-({6-[4-(trifluoromethyl)phenoxy]-3-pyridinyl}methyl)-1,2,5,6-tetrahydro-3-pyridinyl]carbonyl}glycine